C(CCCCCCCCCCCC)P(OCCCCCCCC)(OCCCCCCCC)([O-])CCCCCCCCCCCCC.C(CCCCCCCCCCCC)P(OCCCCCCCC)(OCCCCCCCC)([O-])CCCCCCCCCCCCC Tetraoctyl bis(di-tridecyl phosphite)